O=C1N(CC2=CC=CC=C12)[NH-] 1-OXOISOINDOLINE-2-YL-AMIDE